(R)-4-(3-((6-Morpholinopyrimidin-4-yl)amino)piperidin-1-yl)pyridin-2-ol O1CCN(CC1)C1=CC(=NC=N1)N[C@H]1CN(CCC1)C1=CC(=NC=C1)O